[Na].OC(C)C 2-hydroxypropane sodium